(S)-3,5-dimethoxy-4-(4-(2-(1-methyl-1H-pyrazole-5-carboxamido)-3,3-diphenylpropanamido)phenyl)pyridine 1-oxide COC=1C=[N+](C=C(C1C1=CC=C(C=C1)NC([C@H](C(C1=CC=CC=C1)C1=CC=CC=C1)NC(=O)C1=CC=NN1C)=O)OC)[O-]